7-((1r,4r)-4-(2-fluoro-6-methylphenyl)cyclohexyl)-3-methyl-5-((3-(2,2,2-trifluoroethyl)pyridin-2-yl)methyl)pyrido[2,3-b]pyrazin-6(5H)-one FC1=C(C(=CC=C1)C)C1CCC(CC1)C1=CC=2C(=NC(=CN2)C)N(C1=O)CC1=NC=CC=C1CC(F)(F)F